1-hydroxyethyl-1,8-diazabicyclo[5.4.0]undec-7-ene bromine salt [Br].OC(C)C1N2CCCN=C2CCCC1